4-(7-((1,3-dimethyl-1H-pyrazol-5-yl)sulfonyl)-7-azaspiro[3.5]non-2-yl)morpholine CN1N=C(C=C1S(=O)(=O)N1CCC2(CC(C2)N2CCOCC2)CC1)C